C(C=CC=CCCCCCCCCCCCCC)(=O)OC[C@@H](OC(C=CC=CCCCCCCCCCCCCC)=O)COP(=O)(O)OCC[N+](C)(C)C 1,2-di-(9Z,12Z-octadecadienoyl)-sn-glycero-3-phosphorylcholine